5-methyl-3-(4-((6-methylpyridin-2-yl)oxy)phenyl)-1H-pyrrole-2-carboxamide CC1=CC(=C(N1)C(=O)N)C1=CC=C(C=C1)OC1=NC(=CC=C1)C